2-chloro-6-(trifluoromethyl)pyridine-3-carboxamide ClC1=NC(=CC=C1C(=O)N)C(F)(F)F